O1CCC(=CC1)C1=C2N(C(C(=C1)NC1=NC=NC=C1)=O)C1(NC2=O)CCCCC1 8'-(3,6-dihydro-2H-pyran-4-yl)-6'-(pyrimidin-4-ylamino)-2'H-spiro[cyclohexane-1,3'-imidazo[1,5-a]pyridine]-1',5'-dione